C(C)(C)OC1=NC=2N(C=C1C(=O)NC=1C=NN3C1N=CC(=C3)C)C=C(N2)C23OCC(CC2)(CC3)C 7-isopropoxy-2-(4-methyl-2-oxabicyclo[2.2.2]oct-1-yl)-N-(6-methylpyrazolo[1,5-a]pyrimidin-3-yl)imidazo[1,2-a]pyrimidine-6-carboxamide